chlorine isocyanuric acid sodium salt [Na].N1C(=O)NC(=O)NC1=O.[Cl]